4-(5-((S)-3,10-dimethyl-2,3,4,4a,5,6-hexahydro-1H-pyrazino[1,2-a]quinolin-8-yl)-1H-pyrrolo[2,3-b]pyridin-3-yl)-N-methyl-N-(((S)-tetrahydrofuran-3-yl)methyl)benzamide CN1C[C@H]2N(C3=C(C=C(C=C3CC2)C=2C=C3C(=NC2)NC=C3C3=CC=C(C(=O)N(C[C@H]2COCC2)C)C=C3)C)CC1